NC1=C(C=C(C=C1)C#CC=1C=C(C(=O)NCC2=CC=3N(C=C2)C=CN3)C=CC1S(=O)(=O)CC1=NN(C=C1)C)F 3-((4-amino-3-fluorophenyl)ethynyl)-N-(imidazo[1,2-a]pyridin-7-ylmethyl)-4-(((1-methyl-1H-pyrazol-3-yl)methyl)sulfonyl)benzamide